ClC=1C=C(C=CC1Cl)N1CC(N(CC1)C(=O)C1=CC(NC2=CC=CC=C12)=O)C(C)C 4-(4-(3,4-dichlorophenyl)-2-isopropylpiperazine-1-carbonyl)quinolin-2(1H)-one